[Na].[Na].[Na].[Na].[Na].C(CN(P(OC)(O)=O)P(OC)(O)=O)N(P(OC)(O)=O)P(OC)(O)=O ethylenediaminetetra(methylphosphonic acid) pentasodium